N1=CN=CC(=C1)CN1CC2=C(CC1)C(=CS2)C(=O)NC2=NOC(=C2)C(C(F)(F)F)(C)C 6-(pyrimidin-5-ylmethyl)-N-(5-(1,1,1-trifluoro-2-methylpropan-2-yl)isoxazol-3-yl)-4,5,6,7-tetrahydrothieno[2,3-c]pyridine-3-carboxamide